FC=1C=C(CC2=C(C(=C3CN(C(C3=C2)=O)[C@H]2COCC[C@@H]2O)C)C)C=CC1OC 1,5-anhydro-2,4-dideoxy-2-(6-(3-fluoro-4-methoxybenzyl)-4,5-dimethyl-1-oxo-1,3-dihydro-2H-isoindol-2-yl)-L-threo-pentitol